butyl-1-{[(3aR,4R,6R,6aS)-6-{4-chloropyrrolo[2,3-d]pyrimidin-7-yl}-2,2-dimethyl-tetrahydro-3aH-cyclopenta[d][1,3]dioxol-4-yl]methyl}-1,6-diazaspiro[3.5]nonane-6-carboxylate C(CCC)OC(=O)N1CC2(CCN2C[C@H]2C[C@H]([C@@H]3OC(O[C@@H]32)(C)C)N3C=CC2=C3N=CN=C2Cl)CCC1